C1(=CC=CC=C1)C=1OC(=C(N1)N1C=CC=2C=C(C=NC2C1=O)C)C1=CC=CC=C1 7-(2,5-diphenyloxazol-4-yl)-3-methyl-1,7-naphthyridin-8(7H)-one